N1=NC=C(C=C1)C1=CC(=NN1COCC[Si](C)(C)C)C(=O)OC methyl 5-pyridazin-4-yl-1-(2-trimethylsilylethoxymethyl)pyrazole-3-carboxylate